CCCCCCCCCCCCCCCCCCOC(=O)CCSCCC(=O)OCCCCCCCCCCCCCCCCCC distearyl thiopropionate